titanium tris(ethylacetoacetate) C(C)CC(CC(=O)[O-])=O.C(C)CC(CC(=O)[O-])=O.C(C)CC(CC(=O)[O-])=O.[Ti+3]